O[C@H](CC=1C=CC(=C(C1)S(=O)(=O)N)OC)C (S)-5-(2-hydroxypropyl)-2-methoxyphenylsulfonamide